C1(=CC(=CC(=C1)C(=O)O)C(=O)O)C(=O)O.CN[C@H](CNC1=NC=C(N=C1)C(F)(F)F)C (2S)-N2-methyl-N1-(5-(trifluoromethyl)pyrazin-2-yl)propane-1,2-diamine 1,3,5-Benzenetricarboxylic Acid Salt